5-(((5-fluoro-3-hydroxy-2,3-dihydrobenzofuran-4-yl)methyl)amino)imidazo[1,2-c]pyrimidine-2-carbonitrile FC=1C=CC2=C(C(CO2)O)C1CNC1=NC=CC=2N1C=C(N2)C#N